CC(C)(C1=CC(=C(C(=C1)Br)O)Br)C2=CC(=C(C(=C2)Br)O)Br tetrabromobisphenol-A